1-(4-((4-((3-(furan-2-yl)-6-methoxy-2,4-dimethylphenyl)amino)-7-methoxy-quinazolin-6-yl)oxy)piperidin-1-yl)prop-2-en-1-one O1C(=CC=C1)C=1C(=C(C(=CC1C)OC)NC1=NC=NC2=CC(=C(C=C12)OC1CCN(CC1)C(C=C)=O)OC)C